N-((2S,3S)-2-(3-bromo-2-fluorobenzyl)-1-((R)-oxetane-2-carbonyl)-pyrrolidin-3-yl)methanesulfonamide BrC=1C(=C(C[C@@H]2N(CC[C@@H]2NS(=O)(=O)C)C(=O)[C@@H]2OCC2)C=CC1)F